N-(2-azaspiro[3.3]heptane-6-yl)pyrazine-2-carboxamide 2-((1S,5S)-1,5-dimethyl-4-methylenecyclopent-2-en-1-yl)ethyl-propionate C[C@@]1(C=CC([C@@H]1C)=C)CCOC(CC)=O.C1NCC12CC(C2)NC(=O)C2=NC=CN=C2